2-((4-morpholinophenyl)amino)pyrimidine O1CCN(CC1)C1=CC=C(C=C1)NC1=NC=CC=N1